C(C1=CC=CC=C1)OC1=C(C=C(C=C1)CC)I 1-(benzyloxy)-4-ethyl-2-iodobenzene